C1(CC1)NC(=O)NC1=CC=C(C=C1)O 1-cyclopropyl-3-(4-hydroxyphenyl)urea